6-chloro-2-iodo-3-methoxypyridine ClC1=CC=C(C(=N1)I)OC